C(C1=CC=CC=C1)OC(=O)N\C(\C(=O)OCC1=CC=CC=C1)=C\C1=CN(C2=NC=CC=C21)CC(=O)OC(C)(C)C benzyl (E)-2-(((benzyloxy)carbonyl)amino)-3-(1-(2-(tert-butoxy)-2-oxoethyl)-1H-pyrrolo[2,3-b]pyridin-3-yl)acrylate